Cl.Cl.OC1=CC=C(C=2C(C3=C(C=CC(=C3C(C12)=O)NCCNCCO)NCCNCCO)=O)O 1,4-dihydroxy-5,8-bis[[2-[(2-hydroxyethyl)amino]ethyl]amino]-9,10-anthracenedione dihydrochloride